F[C@]1(C[C@H](NC1=O)COC1=NC=CC2=CC(=C(C=C12)OC)C(=O)N)COC 1-{[(2s,4r)-4-fluoro-4-(methoxymethyl)-5-oxopyrrolidin-2-yl]methoxy}-7-methoxyisoquinoline-6-carboxamide